COC1=CC=C(CN(S(=O)(=O)[C@@H](C)C=C)CC2=CC=C(C=C2)OC)C=C1 (S)-N,N-BIS(4-METHOXYBENZYL)BUT-3-ENE-2-SULFONAMIDE